hydroxynonanoic acid CCCCCCCC(C(=O)O)O